ClC1=CC(=C(C=C1)OC(=O)N1CC(C[C@H](C1)N1C(CCC1)=O)(F)F)F (5R)-3,3-difluoro-5-(2-oxopyrrolidin-1-yl)piperidine-1-carboxylic acid 4-chloro-2-fluorophenyl ester